stearoyl-arginine tert-butyl-rac-(3S)-6-[2-(cyclopropoxy)-4-pyridyl]-3-methyl-3,4-dihydro-2H-pyridine-1-carboxylate C(C)(C)(C)C1N(C(=CC[C@@H]1C)C1=CC(=NC=C1)OC1CC1)C(=O)O.C(CCCCCCCCCCCCCCCCC)(=O)N[C@@H](CCCNC(N)=N)C(=O)O |&1:9|